COC=1C=CC=2N(N1)C(=CN2)N 6-methoxyimidazo[1,2-b]pyridazin-3-amine